4-(2,4-dichlorophenyl)-5-propyl-4H-1,2,4-triazole-3-thiol ClC1=C(C=CC(=C1)Cl)N1C(=NN=C1CCC)S